BrC1=C(C(=C2C(=NC=NC2=C1)O)OC[C@H]1CN(CCN1)C(=O)OC(C)(C)C)Cl tert-butyl (R)-3-(((7-bromo-6-chloro-4-hydroxyquinazolin-5-yl)oxy)methyl)piperazine-1-carboxylate